CN1N=CC(=C1)NC1=C(C=CC=C1)[N+](=O)[O-] 1-methyl-N-(2-nitrophenyl)-1H-pyrazol-4-amine